6-(1,4-dimethyl-1H-1,2,3-triazol-5-yl)-1-methyl-3-((methylsulfonyl)methyl)-4-(phenyl-(tetrahydro-2H-pyran-4-yl)methyl)-1,4-dihydropyrazolo[3',4':4,5]pyrido[3,2-b]pyridine CN1N=NC(=C1C=1C=2C(N=CC1)=C1C(C(N2)C(C2CCOCC2)C2=CC=CC=C2)=C(NN1C)CS(=O)(=O)C)C